5-methoxy-2-morpholino-N-phenyl-6-(1-phenyl-1H-pyrazol-3-yl)pyrimidine-4-carboxamide COC=1C(=NC(=NC1C1=NN(C=C1)C1=CC=CC=C1)N1CCOCC1)C(=O)NC1=CC=CC=C1